(1'R,2'R,4'S)-5'-methyl-2'-(prop-1-en-2-yl)-4-(pyridin-3-yl)-1',2',3',4'-tetrahydro-[1,1'-biphenyl]-2,4',6-triol CC=1[C@H](C[C@H]([C@@H](C1)C=1C(=CC(=CC1O)C=1C=NC=CC1)O)C(=C)C)O